Cl.C1(CC1)N/N=C/C1=C(C(=C(C=C1)Br)OC)Br (E)-1-Cyclopropyl-2-(2,4-dibromo-3-methoxybenzylidene)hydrazine hydrochloride